C1(CC1)C(C=1C(=C(C(=C2C=NNC12)C=1N=CC=2N(C1)C=C(N2)NC(=O)[C@H]2[C@H](C2)F)C)F)O (1s,2s)-N-(6-(7-(cyclopropyl-(hydroxy)methyl)-6-fluoro-5-methyl-1H-indazol-4-yl)imidazo[1,2-a]pyrazin-2-yl)-2-fluorocyclopropane-1-carboxamide